CC(CCC(=O)O)C 4-Methylpentanoic acid